4-hydroxybicyclo(2.2.2)octane-1-carboxylate OC12CCC(CC1)(CC2)C(=O)[O-]